lithium boron (oxy) sulfide O=S.[B].[Li]